NCCOCCOCCOCCOCCOCCOCCOCCOCCO 26-amino-3,6,9,12,15,18,21,24-octaoxahexacosan-1-ol